[Si](C)(C)(C(C)(C)C)OCC1OCC(OC1)CO (5-(((tert-butyldimethylsilyl)oxy)methyl)-1,4-dioxane-2-yl)methanol